tert-Butyl (4S)-4-[3-amino-3-(4-tert-butyl-2-pyridyl)propyl]-2,2-dimethyl-pyrrolidine-1-carboxylate NC(CC[C@H]1CC(N(C1)C(=O)OC(C)(C)C)(C)C)C1=NC=CC(=C1)C(C)(C)C